tert-butyl 4-[1-[4-(1,1-difluoroethyl)phenyl]-5-isopropyl-pyrazol-3-yl]piperazine-1-carboxylate FC(C)(F)C1=CC=C(C=C1)N1N=C(C=C1C(C)C)N1CCN(CC1)C(=O)OC(C)(C)C